ClC1=CC(=C2C(=N1)NC=N2)C 5-chloro-7-methyl-3H-imidazo[4,5-b]pyridine